methyl-4'-(2-(dicyanomethylene)hydrazinyl)-2-fluorobiphenyl CC=1C(=C(C=CC1)C1=CC=C(C=C1)NN=C(C#N)C#N)F